2,4,6-trichloronicotinaldehyde ClC1=C(C=O)C(=CC(=N1)Cl)Cl